1-(4-benzyloxy-2,3-difluoro-phenyl)butan-2-one C(C1=CC=CC=C1)OC1=C(C(=C(C=C1)CC(CC)=O)F)F